3-cyano-N-[4-(3-cyanophenyl)-5-[2-methyl-6-(oxetan-3-yl)-4-pyridyl]thiazol-2-yl]-3-methyl-pyrrolidine-1-carboxamide C(#N)C1(CN(CC1)C(=O)NC=1SC(=C(N1)C1=CC(=CC=C1)C#N)C1=CC(=NC(=C1)C1COC1)C)C